tert-butyl N-[(3R)-1-{7-[8-ethynyl-7-fluoro-3-(methoxymethoxy)naphthalen-1-yl]-8-fluoro-2-(hexahydropyrrolizin-7a-ylmethoxy)pyrido[4,3-d]pyrimidin-4-yl}azepan-3-yl]carbamate C(#C)C=1C(=CC=C2C=C(C=C(C12)C1=C(C=2N=C(N=C(C2C=N1)N1C[C@@H](CCCC1)NC(OC(C)(C)C)=O)OCC12CCCN2CCC1)F)OCOC)F